copper-silver-titanium-aluminum [Al].[Ti].[Ag].[Cu]